phenylmethaniminium C1(=CC=CC=C1)C=[NH2+]